N-(1-(2-((R)-1-Amino-2-((1,1,1-trifluoro-2-methylpropan-2-yl)oxy)ethyl)-1H-benzo[d]imidazol-5-yl)-2-methoxyethyl)-2-(3,3-difluorocyclobutyl)acetamide N[C@@H](COC(C(F)(F)F)(C)C)C1=NC2=C(N1)C=CC(=C2)C(COC)NC(CC2CC(C2)(F)F)=O